3-(1-azidoethyl)thiophene N(=[N+]=[N-])C(C)C1=CSC=C1